(R)-2-amino-5-(2-((4-aminopyrazolo[1,5-a][1,3,5]triazin-8-yl)methyl)-3,4-dichlorophenoxy)pentan-1-ol N[C@@H](CO)CCCOC1=C(C(=C(C=C1)Cl)Cl)CC=1C=NN2C1N=CN=C2N